CC1(OCC(CO1)C1NCCC=2C3=CC=CC=C3NC12)C (3S)-1-(2,2-dimethyl-1,3-dioxan-5-yl)-1,2,3,4-tetrahydro-beta-carboline